ClC=1C=C2C(N(CN(C2=CC1)C1=C(C=C(C=C1)F)OC)C1=C(NC(C=C1)=O)C)=O 6-chloro-1-(4-fluoro-2-methoxyphenyl)-3-(2-methyl-6-oxo-1,6-dihydropyridin-3-yl)-2,3-dihydroquinazolin-4(1H)-one